C[N+]1(CCCCC1)C N,N-dimethylpiperidin-1-ium